C(C1=CC=CC=C1)SC(=S)SCCC(=O)O 3-(benzylsulfanylthiocarbonylthio)propanoic acid